BrCCCOC1=C(C=CC(=C1)OC)NC(OC(C)(C)C)=O tert-Butyl (2-(3-bromopropoxy)-4-methoxyphenyl)carbamate